ClC1=CC(=C(C=C1)C1(OC2=C(O1)C=CC=C2C2CCN(CC2)CC=2N(C(=CN2)CCC(=O)O)C[C@H]2OCC2)C)F (E)-3-(2-((4-(2-(4-chloro-2-fluorophenyl)-2-methylbenzo[d][1,3]dioxol-4-yl)piperidin-1-yl)methyl)-1-(((S)-oxetan-2-yl)methyl)-1H-imidazol-5-yl)propionic acid